FC=1C=C(C=C(C1)F)CC(=O)NC=1C(=NC(=CC1)NCC=1C=NC=CC1)N1CCCC1 2-(3,5-Difluoro-phenyl)-N-{6-[(pyridin-3-ylmethyl)-amino]-2-pyrrolidin-1-yl-pyridin-3-yl}-acetamide